2-((1-(5-(trifluoromethyl)pyrimidin-2-yl)piperidin-4-yl)oxy)acetic acid FC(C=1C=NC(=NC1)N1CCC(CC1)OCC(=O)O)(F)F